3-((2-propylhexyl)oxy)propan-1-ol C(CC)C(COCCCO)CCCC